Tert-Butyl 3-phenyl-1,2,8-triazaspiro[4.5]deca-1,3-diene-8-carboxylate C1(=CC=CC=C1)C=1N=NC2(C1)CCN(CC2)C(=O)OC(C)(C)C